C(C)=NNC(=O)N acetaldehyde semicarbazone